4-[5-(p-toluenesulfonyloxy)pentyl]-6-(trifluoromethyl)pyridine-3-carboxylic acid tert-butyl ester C(C)(C)(C)OC(=O)C=1C=NC(=CC1CCCCCOS(=O)(=O)C1=CC=C(C)C=C1)C(F)(F)F